N1=CC=CCC1 5,6-dihydropyridin